(R)-1'-(2-(5-Amino-3-(2,6-dimethoxyphenyl)-1H-pyrazol-1-yl)acetyl)-6-chloro-5-fluorospiro[benzo[d][1,3]oxazine-4,3'-pyrrolidin]-2(1H)-one NC1=CC(=NN1CC(=O)N1C[C@@]2(CC1)C1=C(NC(O2)=O)C=CC(=C1F)Cl)C1=C(C=CC=C1OC)OC